N1(N=CN=C1)NC(=O)C1=CN(CN1CCCCC)C(C)(C)C N-(1H-1,2,4-triazolyl)-3-tert-butyl-1-N-pentyl-1H-imidazole-5-carboxamide